NC1CCN(CC1)CC1=CC=C(C=C1)N1C(=NC=2C1=NC(=CC2)C=2C=C(C=CC2)NC(C)=O)C=2C(=NC=CC2)N N-(3-(3-(4-((4-Aminopiperidin-1-yl)methyl)phenyl)-2-(2-aminopyridin-3-yl)-3H-imidazo[4,5-b]pyridin-5-yl)phenyl)acetamide